2-(7-((2S,5R)-2,5-diethyl-4-(1-(4-fluorobenzo[d]thiazol-5-yl)ethyl)piperazin-1-yl)-4-methyl-5-oxo-4,5-dihydro-2H-pyrazolo[4,3-b]pyridin-2-yl)acetonitrile C(C)[C@@H]1N(C[C@H](N(C1)C(C)C=1C=CC2=C(N=CS2)C1F)CC)C=1C=2C(N(C(C1)=O)C)=CN(N2)CC#N